CN1C(=O)CN=C(C2=C1C=CC(=C2)Cl)C3=CC=CC=C3 diazepan